4-(6-amino-2-chloro-9H-purin-9-yl)-N-{4-[2-({4-[(4-methylpiperazin-1-yl)methyl]phenyl}amino)-2-oxoethyl]phenyl}cyclohexanecarboxamide NC1=C2N=CN(C2=NC(=N1)Cl)C1CCC(CC1)C(=O)NC1=CC=C(C=C1)CC(=O)NC1=CC=C(C=C1)CN1CCN(CC1)C